C(CCCCCCCC)(=O)OCC(C)OC(CCCCCCCC)=O propylene dipelargonate